N'-(2-((4-(chlorodifluoromethoxy)phenyl)amino)nicotinoyl)-4-Methyl-3-oxo-2-azabicyclo[3.1.0]hexane-4-carbohydrazide ClC(OC1=CC=C(C=C1)NC1=C(C(=O)NNC(=O)C2(C(NC3CC23)=O)C)C=CC=N1)(F)F